C(CS)(=O)OCCOC(CS)=O Ethylene glycol bis-thioglycolate